[(Z)-non-2-enyl]4-[[2-[[2-(dimethylamino)acetyl]amino]-5-oxo-5-(tetradecylamino)pentanoyl]amino]butanoate C(\C=C/CCCCCC)OC(CCCNC(C(CCC(NCCCCCCCCCCCCCC)=O)NC(CN(C)C)=O)=O)=O